[Si](C1=CC=CC=C1)(C1=CC=CC=C1)(C(C)(C)C)OCCC[C@@H](CC#C)O (4S)-7-(tert-Butyldiphenylsilyloxy)hept-1-yn-4-ol